3-Methyl-4-oxo-5-pyridin-3-ylmethyl-4,5,6,7-tetrahydropyrazolo[1,5-a]pyrazine-2-carboxylic acid (5-difluoromethyl-[1,3,4]thiadiazol-2-yl) amide FC(C1=NN=C(S1)NC(=O)C1=NN2C(C(N(CC2)CC=2C=NC=CC2)=O)=C1C)F